C(C)O[C@@H](CO)C1(CN(CC1)C(C)(C)C=1C=NC(=CC1)C)CCC=1SC=CC1 |o1:3| (R or S)-2-ethoxy-2-(1-(2-(6-methylpyridin-3-yl)propan-2-yl)-3-(2-(thiophen-2-yl)ethyl)pyrrolidin-3-yl)ethan-1-ol